(3ar,6ar)-2-(5-(trifluoromethoxy)pyridin-2-yl)octahydropyrrolo[3,4-c]pyrrole FC(OC=1C=CC(=NC1)N1C[C@H]2CNC[C@@H]2C1)(F)F